Cl.NCCCN(C1=C2C=CC=NC2=C(C=C1)NC(C1=NC=CC=C1)=O)C N-(5-((3-aminopropyl)(methyl)amino)quinolin-8-yl)picolinamide hydrochloride